C(C)C(COOC(CCCC)=O)CCCC pentanoyl 2-ethylhexyl peroxide